5-ethyl-N-methoxy-N,1-dimethyl-1H-pyrazole-3-carboxamide C(C)C1=CC(=NN1C)C(=O)N(C)OC